C(=CCCCCCCCCCC)OC=CCCCCCCCCCC 1-(dodec-1-en-1-yloxy)dodec-1-ene